7-(trifluoromethyl)-5H-pyrazino[2,3-b]indole FC(C=1C=CC=2C3=C(NC2C1)N=CC=N3)(F)F